1,3-diallyl-s-triazinetrione C(C=C)N1C(N(C(NC1=O)=O)CC=C)=O